(E)-2-(4-amino-6-((1-(4-(dimethylamino)but-2-enoyl)-4-hydroxypiperidin-4-yl)ethynyl)-5-(4-phenoxyphenyl)-7H-pyrrolo[2,3-d]pyrimidin-7-yl)propanenitrile NC=1C2=C(N=CN1)N(C(=C2C2=CC=C(C=C2)OC2=CC=CC=C2)C#CC2(CCN(CC2)C(\C=C\CN(C)C)=O)O)C(C#N)C